(1R,2R,3R,4R,Z)-7-(cyclopropylmethylene)-N-(4-fluoro-3-(trifluoromethyl)phenyl)-3-(8-hydroxyoctanamido)bicyclo[2.2.1]heptane-2-carboxamide C1(CC1)\C=C/1\[C@H]2[C@H]([C@@H]([C@@H]1CC2)NC(CCCCCCCO)=O)C(=O)NC2=CC(=C(C=C2)F)C(F)(F)F